4-((2,4-dichloro-5-methoxyphenyl)amino)-6-methoxy-7-(3-(4-methylpiperazin-1-yl)propoxy)quinoline-3-carbonitrile ClC1=C(C=C(C(=C1)Cl)OC)NC1=C(C=NC2=CC(=C(C=C12)OC)OCCCN1CCN(CC1)C)C#N